7-chloro-6-fluoro-1-[3-(morpholin-4-yl)-1,2,4-thiadiazol-5-yl]-4-oxo-1,4-dihydro-1,8-naphthyridine-3-carboxylate ClC1=C(C=C2C(C(=CN(C2=N1)C1=NC(=NS1)N1CCOCC1)C(=O)[O-])=O)F